2-(acetamidomethyl)-4-(4,4-difluoro-1-(1-((5-fluoropyridin-2-yl)amino)-1-oxopropan-2-yl)piperidin-3-yl)pyridine 1-oxide C(C)(=O)NCC1=[N+](C=CC(=C1)C1CN(CCC1(F)F)C(C(=O)NC1=NC=C(C=C1)F)C)[O-]